NC1=NC=CC(=C1C=O)Cl 2-AMINO-4-CHLORO-PYRIDINE-3-CARBALDEHYDE